NCCC=1C=CC(=NC1)C1=C(C=C(C#N)C=C1)OC=1N(N=C(C1)C1CCC1)C 4-[5-(2-aminoethyl)pyridin-2-yl]-3-(5-cyclobutyl-2-methylpyrazol-3-yl)oxybenzonitrile